C(C)(C)(C)OC(=O)N1CCN(CC1)C1=C(C=C(C=C1)N1C(N(C=2C=NC=3C=CC(=CC3C21)Br)C)=O)C(F)(F)F 4-(4-(8-bromo-3-methyl-2-oxo-2,3-dihydro-1H-imidazo[4,5-c]quinolin-1-yl)-2-(trifluoromethyl)phenyl)piperazine-1-carboxylic acid tert-butyl ester